5-chloro-2-hydroxy-N-(quinolin-6-yl)benzamide ClC=1C=CC(=C(C(=O)NC=2C=C3C=CC=NC3=CC2)C1)O